C(CCCCCCCCCCCCCCCCC)(=O)OC[C@@H](OC(CCCCCCCCCCCCCCCCC)=O)COP(=O)(O)OCCN |r| 1,2-distearoyl-rac-glycero-3-phosphoethanolamine